4-[2-(4,4-difluoro-2-methylpiperidine-1-carbonyl)-4-fluorophenyl]-1-methyl-6-(pyrrolidin-3-yl)-1H-indazole FC1(CC(N(CC1)C(=O)C1=C(C=CC(=C1)F)C1=C2C=NN(C2=CC(=C1)C1CNCC1)C)C)F